(R)-7-(3-(2-(7H-Pyrrolo[2,3-d]pyrimidin-5-yl)thiazol-4-yl)phenyl)-6,7-dihydro-5H-pyrrolo[1,2-a]imidazol-7-ol N1=CN=CC2=C1NC=C2C=2SC=C(N2)C=2C=C(C=CC2)[C@@]2(CCN1C2=NC=C1)O